2-amino-4-[2-[3-(5-azaspiro[2.3]hexan-5-yl)azetidin-1-yl]-8-fluoro-4-[(2S,5R)-2,5-dimethylpiperazin-1-yl]-6-(trifluoromethyl)quinazolin-7-yl]-7-fluoro-benzothiophene-3-carbonitrile NC=1SC2=C(C1C#N)C(=CC=C2F)C2=C(C=C1C(=NC(=NC1=C2F)N2CC(C2)N2CC1(CC1)C2)N2[C@H](CN[C@@H](C2)C)C)C(F)(F)F